N-{2-Amino-4-[(5-chloro-thiophen-2-ylmethyl)amino]phenyl}-2-(4-fluoro-phenyl)-acetamide NC1=C(C=CC(=C1)NCC=1SC(=CC1)Cl)NC(CC1=CC=C(C=C1)F)=O